1-(4-hydroxybenzyl)-19-methyl-3,6,9,12,15-pentaoxo-2,18-dioxa-4,7,10,13,16-pentaazaicosan-20-oic acid OC1=CC=C(CCOC(NCC(NCC(NCC(NCC(NCOC(C(=O)O)C)=O)=O)=O)=O)=O)C=C1